N(N)C1=NC(=CC(=N1)C(F)(F)F)C 2-hydrazino-4-trifluoromethyl-6-methylpyrimidine